(2,6-difluorophenyl)tetrahydro-2H-pyran-4-carboxylic acid FC1=C(C(=CC=C1)F)C1OCCC(C1)C(=O)O